NCCOCCOCCOCCOCCC(=O)NC1=CC=C(C=C1)C(C(N[C@H](CCCN\C(=N/C(NCCNC(CC)=O)=O)\N)C(NCC1=CC=C(C=C1)O)=O)=O)C1=CC=CC=C1 1-amino-N-(4-((4R,Z)-9-amino-4-((4-hydroxybenzyl)carbamoyl)-2,11,16-trioxo-1-phenyl-3,8,10,12,15-pentaazaoctadec-9-en-1-yl)phenyl)-3,6,9,12-tetraoxapentadecan-15-amide